OC(CN1C=C([C@H]2[C@H](O)[C@H](O)[C@@H](CO)O2)C(NC1=O)=O)C (-)-1-(2-hydroxypropyl)pseudouridine